6-(4,5-dihydro-1H-pyrrol-3-yl)-5-(3-fluoro-4-((4-methylpyrimidin-2-yl)oxy)phenyl)-7-methyl-5H-pyrrolo[3,2-d]pyrimidin-4-amine N1C=C(CC1)C1=C(C=2N=CN=C(C2N1C1=CC(=C(C=C1)OC1=NC=CC(=N1)C)F)N)C